ClC1=CC=C(C=C1)C12CCC(CC1(C2)CN2CCN(CC2)C2=CC(=C(C(=O)NS(=O)(=O)C1=CC(=C(C=C1)NCC1CCOCC1)[N+](=O)[O-])C=C2)OC=2C=C1C(=NC2)NC=C1)O 4-[4-[[6-[4-chlorophenyl]-3-hydroxy-norcaran-1-yl]methyl]piperazin-1-yl]-N-[3-nitro-4-(tetrahydropyran-4-ylmethylamino)phenyl]sulfonyl-2-(1H-pyrrolo[2,3-b]pyridin-5-yloxy)benzamide